N1CCOCC1.C(C)N1C=[N+](C=C1)C 1-ethyl-3-methylimidazolium morpholine salt